C(C)(C)N1C=NC=C1C=1C=C(C=CC1)[C@]1(C2=C(NC=3N=CC(=CC13)C(F)(F)F)CC(CC2=O)(C)C)C (R)-5-(3-(1-isopropyl-1H-imidazol-5-yl)phenyl)-5,8,8-trimethyl-3-(trifluoromethyl)-7,8,9,10-tetrahydrobenzo[b][1,8]naphthyridin-6(5H)-one